C(C)(C)(C)N1C=NC(=C1)C1CCC2(CN(C2)C(=O)C2CC(C2)(C)O)CC1 (7-(1-(tert-butyl)-1H-imidazol-4-yl)-2-azaspiro[3.5]non-2-yl)((1s,3s)-3-hydroxy-3-methylcyclobutyl)methanone